(2-(8-(cyclopentylsulfanyl)imidazo[1,5-a]pyridin-3-yl)propan-2-yl)carbamic acid tert-butyl ester C(C)(C)(C)OC(NC(C)(C)C1=NC=C2N1C=CC=C2SC2CCCC2)=O